FC(CO)(F)C=1C=C(C=CC1)[C@@H](C)NC(=O)C1=NN(C(C=C1)=O)C1=CC(=CC=C1)S(=O)(=O)C N-[(1R)-1-[3-(1,1-difluoro-2-hydroxy-ethyl)phenyl]ethyl]-1-(3-methylsulfonylphenyl)-6-Oxo-pyridazine-3-carboxamide